methyl 5,6-dihydroxyindoline-2-carboxylate OC=1C=C2CC(NC2=CC1O)C(=O)OC